ClC1=NC(=C2N=CN(C2=N1)C1CCN(CC1)C(=O)C=1C=NC=CC1)Cl (4-(2,6-Dichloro-9H-purin-9-yl)piperidin-1-yl)(pyridin-3-yl)methanone